C(C)(C)(C)[C@@H]1C[C@@H](N(CC1)C([C@@H](NS(=O)(=O)C(F)(F)F)C(C)C)=O)C(=O)O (2R,4S)-4-tert-butyl-1-{N-[(trifluoromethyl)sulfonyl]-L-valyl}piperidine-2-carboxylic acid